FC1(CCN(CC1)CC1=CC=C(C=C1)F)CC1CC2=C(S1(=O)=O)C=C(C(=C2)OC)OC ((4-fluoro-1-(4-fluorobenzyl)piperidin-4-yl)methyl)-5,6-dimethoxy-2,3-dihydrobenzo[b]thiophene 1,1-dioxide